NC1=NC(=CC(=N1)N1C(COCCC1)C1=C(C=C(C=C1)NC(=O)[C@@H]1COCC1)Cl)C (3S)-N-(4-(4-(2-amino-6-methylpyrimidin-4-yl)-1,4-oxazepan-3-yl)-3-chlorophenyl)-tetrahydrofuran-3-carboxamide